1-(5-Methoxypyridin-2-yl)-N-methyl-methylamine dihydrochloride Cl.Cl.COC=1C=CC(=NC1)CNC